COC1=CC(=CC2=C1N(N=N2)C)C(CC(=O)OCC)C2=CC(=C(C=C2)C)CN2S(C1=C(O[C@@H](C2)C)C=CC=C1)(=O)=O ethyl 3-(7-methoxy-1-methyl-1H-benzo[d][1,2,3]triazol-5-yl)-3-(4-methyl-3-(((R)-4-methyl-1,1-dioxido-3,4-dihydro-2H-benzo[b][1,4,5]oxathiazepin-2-yl)methyl)phenyl)propanoate